FC1=CC=C(C=N1)C(C=1C=C2C=NN(C2=CC1)C1CCOCC1)=CC1CC(OC(C1)(C)C)(C)C 5-((6-fluoropyridin-3-yl)(2,2,6,6-tetramethyltetrahydro-4H-pyran-4-ylmethylene)methyl)-1-(tetrahydro-2H-pyran-4-yl)-1H-indazole